1-(pyrimidin-2-yl)butan-1-amine N1=C(N=CC=C1)C(CCC)N